N-(3-aminobenzyl)-6-(2,6-dichloro-3,5-dimethoxyphenyl)-2-(methylthio)pyrido[3,4-d]pyrimidine-8-amine NC=1C=C(CNC2=NC(=CC3=C2N=C(N=C3)SC)C3=C(C(=CC(=C3Cl)OC)OC)Cl)C=CC1